C1(=CC=CC=C1)C(=C)C1=C(N)C=CC(=C1)Cl 2-(1-phenylvinyl)-4-chloroaniline